2,2'-((2-((2-(3-(2-((2-(bis(cyanomethyl)amino)ethyl)(cyanomethyl)amino)ethyl)-2-oxoimidazolidin-1-yl)ethyl)amino)ethyl)azane-diyl)diacetonitrile C(#N)CN(CCN(CCN1C(N(CC1)CCNCCN(CC#N)CC#N)=O)CC#N)CC#N